C(C)OC(=O)C1=CC=CN=N1 Pyridazine-6-carboxylic acid ethyl ester